(2-(4-((1R,3R)-3-aminocyclobutane-1-carbonyl)piperazin-1-yl)-5-(trifluoromethyl)pyridin-3-yl)pyrrolidin-1-methanone NC1CC(C1)C(=O)N1CCN(CC1)C1=NC=C(C=C1C1N(CCC1)C=O)C(F)(F)F